OC1=C(C=C(C=C1)NC(=O)C1=NN(C=N1)CC1=CC=C(C=C1)C(F)(F)F)S(=O)(=O)C N-(4-hydroxy-3-(methylsulfonyl)phenyl)-1-(4-(trifluoromethyl)benzyl)-1H-1,2,4-triazole-3-carboxamide